2-(9-azabicyclo[3.3.1]nonan-9-yl)acetonitrile C12CCCC(CCC1)N2CC#N